benzyltetrahydrofuran C(C1=CC=CC=C1)C1OCCC1